CS(=O)(=O)OC1CN(CCC1)C1COCC1 (1-(tetrahydrofuran-3-yl) piperidin-3-yl) methanesulfonate